phenyl-lithium acrylate C(C=C)(=O)O.C1(=CC=CC=C1)[Li]